dimethyl-bisoctadecyl-ammonium chloride [Cl-].C[N+](CCCCCCCCCCCCCCCCCC)(CCCCCCCCCCCCCCCCCC)C